O=C1C(=CN(C2=NC=CC=C12)C1=NC(=NS1)C1=NC=CC=C1)C(=O)O 4-oxo-1-[3-(pyridin-2-yl)-1,2,4-thiadiazol-5-yl]-1,4-dihydro-1,8-naphthyridine-3-carboxylic acid